C[C@H]1C[C@H](CNC1)C(=O)O |r| rac-cis-(3R,5S)-5-methyl-piperidine-3-carboxylic acid